ClC1=CC2=C(NC(=N2)C=2C=C(C=CC2)NC2=NC=C(C=C2)C2=CC=CC=C2)C=C1Cl N-[3-(5,6-dichloro-1H-benzo[d]imidazol-2-yl)phenyl]-5-phenylpyridin-2-amine